4-((2s,6S)-4-acryloyl-6-(difluoromethyl)morpholin-2-yl)-6-chloro-6'-fluoro-N-methyl-[2,4'-bipyridine]-2'-carboxamide C(C=C)(=O)N1C[C@@H](O[C@@H](C1)C(F)F)C1=CC(=NC(=C1)Cl)C1=CC(=NC(=C1)F)C(=O)NC